S(N)(=O)(=O)N sulfamoyl-ammonia